5-fluoro-2,2-dimethyl-2H-chromene-6-carbaldehyde FC1=C2C=CC(OC2=CC=C1C=O)(C)C